5-(6-bromo-3,3-dimethyl-3,4-dihydroisoquinolin-2(1H)-yl)pyridin-2-amine BrC=1C=C2CC(N(CC2=CC1)C=1C=CC(=NC1)N)(C)C